Cl.COC(CN1N=CC2=CC=C(C(=C12)OC)N)=O (6-amino-7-methoxy-1H-indazol-1-yl)acetic acid methyl ester hydrochloride